(D)-leucinol N[C@H](CC(C)C)CO